NC12CCC(CC1)(CC2)C2=NN=C(O2)[C@@]21CN(C[C@]1(C2)C(F)(F)F)C2=C1C=CC=NC1=C(C=C2)C#N 5-((1S,5R)-1-(5-(4-aminobicyclo[2.2.2]oct-1-yl)-1,3,4-oxadiazol-2-yl)-5-(trifluoromethyl)-3-azabicyclo[3.1.0]hex-3-yl)quinoline-8-carbonitrile